O1CCN(CC1)C1=CC=C(C=N1)N1C(NC2=C1C=CC=C2)=O 1-(6-morpholinopyridin-3-yl)-1H-benzo[d]imidazol-2(3H)-one